N1=C(N=CC=C1)C=1C=CC(=C(C1)S(=O)(=O)N)NCCCCCCN1[C@@H]([C@H]([C@@H]([C@H](C1)O)O)O)CO 5-(pyrimidin-2-yl)-2-({6-[(2R,3R,4R,5S)-3,4,5-trihydroxy-2-(hydroxymethyl)piperidin-1-yl]hexyl}amino)benzene-1-sulfonamide